C(CCCN(CC(C)O)CCC(=O)N)N(CC(C)O)CCC(=O)N 3,3'-(butane-1,4-diylbis((2-hydroxypropyl)azanediyl))dipropanamide